tetraphospholate P1P=PP=C1C(=O)[O-]